FC1=CC=C(C=C1)S(=O)(=O)C12C=3C=CC(=NC3CCC1N(CC2)C(=O)[C@H]2N(C(CC2)=O)CCC#N)C(C(F)(F)F)(C(F)(F)F)F 3-((2S)-2-(9b-((4-fluorophenyl)sulfonyl)-7-(perfluoropropan-2-yl)-2,3,3a,4,5,9b-hexahydro-1H-pyrrolo[3,2-f]quinoline-3-carbonyl)-5-oxopyrrolidin-1-yl)propionitrile